3,6-bis(2-naphthyl)fluorene C1=C(C=CC2=CC=CC=C12)C=1C=CC=2CC3=CC=C(C=C3C2C1)C1=CC2=CC=CC=C2C=C1